N,N,N',N'-tetrakis(2-hydroxylpropyl)ethylenediamine OC(CN(CCN(CC(C)O)CC(C)O)CC(C)O)C